C1NCC12CCOCC2 7-Oxa-2-aza-spiro[3.5]nonane